FC(CC(C(C(=O)OCC)=NO)=NO)(F)F Ethyl 5,5,5-trifluoro-2,3-bis(hydroxyimino)pentanoate